CC1=C(C=CC=C1C)/C(=C/N1N=CC=C1)/C=1N=CNC1 (Z)-1-(2-(2,3-dimethylphenyl)-2-(1H-imidazol-4-yl)vinyl)-1H-pyrazole